6-methoxy-7-(1-methylpyrazol-3-yl)-1-(3-thienyl)benzofuro[3,2-c]pyrazole-3-carboxylic acid COC1=CC2=C(C=C1C1=NN(C=C1)C)C=1N(N=C(C1O2)C(=O)O)C2=CSC=C2